(R)-4-{2-[4-(2-(2,4-dimethyl-3-oxopiperazin-1-yl)ethoxy)phenyl]quinolin-6-yl}-6-methyl-1-tosyl-1H-pyrrolo[2,3-c]pyridin-7(6H)-one C[C@H]1N(CCN(C1=O)C)CCOC1=CC=C(C=C1)C1=NC2=CC=C(C=C2C=C1)C=1C2=C(C(N(C1)C)=O)N(C=C2)S(=O)(=O)C2=CC=C(C)C=C2